5-amino-2-benzofuran-1(3H)-one NC1=CC2=C(C(OC2)=O)C=C1